COC=1C=C(CN(C=2C=C(CN3C(CNCC3)=O)C=CC2)CC2=CC(=CC=C2)N2CCCC2)C=CC1 1-(3-((3-methoxybenzyl)(3-(pyrrolidin-1-yl)benzyl)amino)benzyl)piperazin-2-one